N1N=CC2=CC=C(C=C12)CN(C1=CC=C(C=C1)COCCOCC1=CC(=CC=C1)OC)CC1=CC(=CC=C1)OC N-((1H-indazol-6-yl)methyl)-N-(3-methoxybenzyl)-4-((2-(3-methoxybenzyloxy)ethoxy)methyl)aniline